O=C1NC(CCC1C1=CC(=C(C=C1)N1CCN(CC1)CC1(CCN(CC1)NC(C1=CC(=CC=C1)OC)=O)F)F)=O N-(4-((4-(4-(2,6-dioxopiperidin-3-yl)-2-fluorophenyl)piperazin-1-yl)methyl)-4-fluoropiperidin-1-yl)-3-methoxybenzamide